N-(2-(6-(4-isopropyl-4H-1,2,4-triazol-3-yl)pyridin-2-yl)-3-oxoisoindol-5-yl)ethylsulfonamide C(C)(C)N1C(=NN=C1)C1=CC=CC(=N1)N1CC2=CC=C(C=C2C1=O)CCNS(=O)=O